BrC1=C(C(=C(C(=C1F)F)F)F)F bromopentafluorobenzene